[Ru+2].C(C)(C)C1=CC=CC=C1 isopropylbenzene ruthenium (II)